6-bromo-N-(2-methoxy-4-((4-methoxy-6-(piperazin-1-yl)-1,3,5-triazin-2-yl)amino)phenyl)picolinamide BrC1=CC=CC(=N1)C(=O)NC1=C(C=C(C=C1)NC1=NC(=NC(=N1)OC)N1CCNCC1)OC